((4-methoxy-3,5-dimethylpyridin-2-yl)-methyl)(phenyl)carbamic acid tert-butyl ester C(C)(C)(C)OC(N(C1=CC=CC=C1)CC1=NC=C(C(=C1C)OC)C)=O